BrCCCCN1CCC1 1-(4-Bromobutyl)azetidine